[1-(3-chloro-2-fluorophenyl)-2-methyl-propyl]-N'-(2,2-difluoroethyl)ethane-1,2-diamine TFA salt OC(=O)C(F)(F)F.ClC=1C(=C(C=CC1)C(C(C)C)C(CNCC(F)F)N)F